C(C)(C)(C)C=1C(=NC=C(C1)CN1N=C(C=2N=C(N=C(C21)O)NC(=O)OC)I)C=2CC=NCC2 tert-butyl-5-((7-hydroxy-3-iodo-5-((methoxycarbonyl)-amino)-1H-pyrazolo[4,3-d]pyrimidin-1-yl)methyl)-3',6'-dihydro-[2,4'-bipyridine]